(4-(1-(3-(cyanomethyl)-1-(ethylsulfonyl)azetidin-3-yl)-1H-pyrazol-4-yl)-7H-pyrrolo[2,3-d]pyrimidin-7-yl)2-(4-acetamidophenyl)acetic acid methyl ester COC(C(C1=CC=C(C=C1)NC(C)=O)N1C=CC2=C1N=CN=C2C=2C=NN(C2)C2(CN(C2)S(=O)(=O)CC)CC#N)=O